(8-((tert-butylsulfinyl)amino)-1,4-dioxaspiro[4.5]dec-8-yl)-2,2-difluoroacetic acid ethyl ester C(C)OC(C(F)(F)C1(CCC2(OCCO2)CC1)NS(=O)C(C)(C)C)=O